ClC=1C=C2CN(CC2=CC1)C(=O)N(C)[C@H]1COCC=2NC(C=3C=C(C(=CC3C21)F)F)=O (R)-5-chloro-N-(8,9-difluoro-6-oxo-1,4,5,6-tetrahydro-2H-pyrano[3,4-c]isoquinolin-1-yl)-N-methylisoindoline-2-carboxamide